N-[5-[2-cyano-5-[[3-[(1-methylpyrazol-3-yl)amino]cyclobutyl]methoxy]-4-pyridyl]pyrazolo[1,5-a]pyridin-2-yl]cyclopropanecarboxamide C(#N)C1=NC=C(C(=C1)C1=CC=2N(C=C1)N=C(C2)NC(=O)C2CC2)OCC2CC(C2)NC2=NN(C=C2)C